C(C)(C)(C)O[Si](OC(C)=O)(OC(C)=O)OC(C)(C)C ditert-butoxydiacetoxysilane